NC=1C(=NC(=C(N1)C=1OC=CN1)C1=CN(C(C=C1)=O)C)C(=O)NCC1=NC(=CC=C1)N1CCCC1 3-amino-6-(1-methyl-6-oxo-1,6-dihydropyridin-3-yl)-5-(oxazol-2-yl)-N-((6-(pyrrolidin-1-yl)pyridin-2-yl)methyl)pyrazine-2-carboxamide